OC1=CC=C(C=CC(=O)[O-])C=C1 p-hydroxycinnamate